BrCC1=CC(=C(C(=O)[O-])C=C1)OC 4-(bromomethyl)-2-methoxybenzoate